C1(=CC=CC2=CC=CC=C12)C(C#C)C1=C(C(=O)N)C=CC=C1 [1-(1-naphthyl)prop-2-ynyl]benzamide